C[C@]1(CC=2C(CCCC2C[C@H]1C)(C)C)C(C)=O 1-[(2R,3R)-2,3,8,8-tetramethyl-1,3,4,5,6,7-hexahydro-naphthalen-2-yl]ethanone